N1=CNC2=C1C1=CC=CC=C1C=C2 naphtho[1,2-d]imidazole